(R)-3-((5-(7-aminothiazolo[5,4-d]pyrimidin-2-yl)-2-methylphenyl)ethynyl)-3-hydroxy-1-methylpyrrolidin-2-one NC=1C2=C(N=CN1)SC(=N2)C=2C=CC(=C(C2)C#C[C@]2(C(N(CC2)C)=O)O)C